N-[1-pyridin-3-ylethyl]-5-[5-(trifluoromethyl)-1,2,4-oxadiazol-3-yl]pyrimidin-2-amine N1=CC(=CC=C1)C(C)NC1=NC=C(C=N1)C1=NOC(=N1)C(F)(F)F